C(C1=CC=CC=C1)(=O)OC[C@]1(O[C@H]([C@@H]([C@@H]1O)O)C1=CC=C2C(=NC=NN21)N)C#N ((2R,3S,4R,5S)-5-(4-aminopyrrolo[2,1-f][1,2,4]triazin-7-yl)-2-cyano-3,4-dihydroxytetrahydrofuran-2-yl)methyl benzoate